6'-(((1S,3S)-3-((5-(Difluoromethoxy)pyrazin-2-yl)amino)cyclopentyl)amino)-2H-[1,3'-bipyridin]-2-one FC(OC=1N=CC(=NC1)N[C@@H]1C[C@H](CC1)NC1=CC=C(C=N1)N1C(C=CC=C1)=O)F